2-((2-methyl-6-(trifluoromethyl)pyridin-3-yl)sulfonyl)-2,6-diazaspiro[3.3]heptane trifluoroacetate FC(C(=O)O)(F)F.CC1=NC(=CC=C1S(=O)(=O)N1CC2(C1)CNC2)C(F)(F)F